CN(C)CC=1NC2=C(C=CC=C2C1C1NC(C2=CC(=CC=C12)O)=O)[N+](=O)[O-] 3-{2-[(dimethylamino)methyl]-7-nitro-1H-indol-3-yl}-6-hydroxy-2,3-dihydro-1H-isoindol-1-one